BrC=1C(=CC=C2C(=CNC12)C1=NC(=NC=C1C(F)(F)F)Cl)C#N 7-bromo-3-[2-chloro-5-(trifluoromethyl)pyrimidin-4-yl]-1H-indole-6-carbonitrile